({6-[(1,3-benzothiazol-2-yl)amino]Pyridazin-3-yl}amino)-1,3-thiazole-4-carboxylic acid ethyl ester C(C)OC(=O)C=1N=C(SC1)NC=1N=NC(=CC1)NC=1SC2=C(N1)C=CC=C2